C(#N)C=1N=C(N(C1)COCC[Si](C)(C)C)C(=O)NC=1C(=NC(=CC1)C1=C[C@@]2(C=C[C@](C1)(O2)C)C)C2=CCC(CC2)(C)C 4-cyano-N-[2-(4,4-dimethylcyclohexen-1-yl)-6-[(1S,5S)-1,5-dimethyl-8-oxabicyclo[3.2.1]octa-2,6-dien-3-yl]-3-pyridyl]-1-(2-trimethylsilylethoxymethyl)imidazole-2-carboxamide